C(#N)C1=CC(=C(C=C1)C1OC2=C(O1)C=CC=C2C2=CC(=C(CC1=NC3=C(N1CCOC)C=C(C=C3)C(=O)OC)C=C2)F)F Methyl 2-(4-(2-(4-cyano-2-fluorophenyl) benzo[d][1,3]dioxol-4-yl)-2-fluorobenzyl)-1-(2-methoxyethyl)-1H-benzo[d]imidazole-6-carboxylate